2-(5-cyano-4-methyl-2-oxo-1H-1,6-naphthyridin-3-yl)-N-[(1S)-1-(2,4-difluorophenyl)ethyl]acetamide C(#N)C1=C2C(=C(C(NC2=CC=N1)=O)CC(=O)N[C@@H](C)C1=C(C=C(C=C1)F)F)C